tert-butyl (S)-2-((dimethylamino)methyl)indoline-1-carboxylate CN(C)C[C@H]1N(C2=CC=CC=C2C1)C(=O)OC(C)(C)C